C(C)(C)(C)C1=CN=CO1 5-(tert-butyl)oxazole